COC(N(C)C)OC N,N-Dimethylformamide dimethyl acetal